C1(CC1)C1=NC=NC(=C1C1=NN2C(N(C(CC2)=O)C(C)C2=C(C(=C(C=C2)C=2N(C=C(N2)C(F)(F)F)CC)F)OC)=N1)OC 2-(4-cyclopropyl-6-methoxypyrimidin-5-yl)-4-(1-(4-(1-ethyl-4-(trifluoromethyl)-1H-imidazol-2-yl)-3-fluoro-2-methoxyphenyl)ethyl)-6,7-dihydro-[1,2,4]triazolo[1,5-a]pyrimidin-5(4H)-one